tert-Butyl 2-[4-(4-bromophenyl)-2,3,9-trimethyl-6H-thieno[3,2-f][1,2,4]triazolo[4,3-a][1,4]diazepin-6-yl]acetate BrC1=CC=C(C=C1)C1=NC(C=2N(C3=C1C(=C(S3)C)C)C(=NN2)C)CC(=O)OC(C)(C)C